C(C)N1N=CC=C1C1=CC(=CC=C1)OCC Ethyl-5-(3-ethoxyphenyl)-1H-pyrazole